C(C1=CC=CC=C1)C1=CC(=NO1)C(=O)NC1CCC2=C(N(C1=O)C)N=CC=N2 5-benzyl-N-(5-methyl-6-oxo-6,7,8,9-tetrahydro-5H-pyrazino[2,3-b]azepin-7-yl)isoxazole-3-carboxamide